FC1=C(C=C(C=C1)[N+](=O)[O-])CNC=1C=NC=C(C1)C1=NC=CC=N1 N-[(2-fluoro-5-nitrophenyl)methyl]-5-(pyrimidin-2-yl)pyridin-3-amine